C(=O)O.BrC1=C(SC=2C1=NC(=CC2NCC=2SC=CN2)Cl)C[C@H](CO)NC(F)(F)F (2R)-3-(3-bromo-5-chloro-7-{[(1,3-thiazol-2-yl)methyl]amino}thieno[3,2-b]pyridin-2-yl)-2-[(trifluoromethyl)amino]propan-1-ol formate salt